isopropyl ((S)-(1-((2S,3S,5R)-5-(5-fluoro-2,4-dioxo-3,4-dihydropyrimidin-1(2H)-yl)-3-hydroxytetrahydrofuran-2-yl)cyclopropoxy)(naphthalen-1-yloxy)phosphoryl)-L-alaninate FC=1C(NC(N(C1)[C@H]1C[C@@H]([C@H](O1)C1(CC1)O[P@@](=O)(OC1=CC=CC2=CC=CC=C12)N[C@@H](C)C(=O)OC(C)C)O)=O)=O